CC=1N=CSC1C1=CC=CC=C1 4-(4-methyl-1,3-thiazol-5-yl)benzene